C1=CC=CC=2C3=CC=CC=C3C(C12)COC(=O)N1CC=2N(CC1)C(=NN2)[C@@H]2C[C@@H](CCC2)NC(=O)OC(C)(C)C 9H-fluoren-9-ylmethyl-3-[(1S,3R)-3-(tert-butoxycarbonylamino)cyclohexyl]-6,8-dihydro-5H-[1,2,4]triazolo[4,3-a]pyrazine-7-carboxylate